7-chloro-4-((4-(2-cyanovinyl)-2-methyl-6-nitrophenyl)amino)quinazolin ClC1=CC=C2C(=NC=NC2=C1)NC1=C(C=C(C=C1[N+](=O)[O-])C=CC#N)C